N1(CCC1)C(=O)C=1N=NC(=CC1)N1[C@H](C2=C(CC1)NC=N2)C2=NN1C(C=CC=C1)=C2 (R)-azetidin-1-yl(6-(4-(pyrazolo[1,5-a]pyridin-2-yl)-1,4,6,7-tetrahydro-5H-imidazo[4,5-c]pyridin-5-yl)pyridazin-3-yl)methanone